N[C@@H]1CC=CC[C@H]1C1=C(C2=NC(=CC(=C2N1C(F)F)NCC1=CC=CC=C1)Cl)Cl 2-((1R,6R)-6-aminocyclohex-3-en-1-yl)-N-benzyl-3,5-dichloro-1-(difluoromethyl)-1H-pyrrolo[3,2-b]pyridin-7-amine